Cl.FC1(CCNCC1)C(F)(F)F 4-fluoro-4-(trifluoromethyl)piperidine HCl